1-((3-fluorobicyclo[1.1.1]pentan-1-yl)methyl)-3-methyl-4-(trifluoromethyl)-1H-pyrazole FC12CC(C1)(C2)CN2N=C(C(=C2)C(F)(F)F)C